C(C)C1=C(C=C)C=CC=C1CC 2,3-dieth-ylstyrene